3-({5-[2-(4-bromophenyl)-5,7-difluoro-1H-indol-3-yl]-1,3,4-oxadiazol-2-yl}amino)pyrrolidin-2-one BrC1=CC=C(C=C1)C=1NC2=C(C=C(C=C2C1C1=NN=C(O1)NC1C(NCC1)=O)F)F